S(=O)(=O)(C1=CC(=C(C=C1)F)N)C1=CC(=C(C=C1)F)N 4,4'-sulfonylbis(1-fluoro-2-aminobenzene)